(5-chloro-1-methylpyrazolo[3,4-c]pyridin-3-yl)propan-1-one ClC=1C=C2C(=CN1)N(N=C2C(CC)=O)C